FN(S(=O)(=O)N(F)F)C(C(C(C(C(C(C(C(F)(F)F)(F)F)(F)F)(F)F)(F)F)(F)F)(F)F)(F)F perfluorooctyl-sulfamide